4-(2-(bis(2-hydroxyethyl)amino)-6-((2-methoxyethyl)(2,3,4-trimethoxybenzyl)amino)-8-(4-methoxypiperidin-1-yl)pyrimido[5,4-d]pyrimidin-4-yl)-1-methylpiperazin-2-one OCCN(C=1N=C(C2=C(N1)C(=NC(=N2)N(CC2=C(C(=C(C=C2)OC)OC)OC)CCOC)N2CCC(CC2)OC)N2CC(N(CC2)C)=O)CCO